(R)-2-(3-Amino-4,4-difluoropiperidin-1-yl)-1-((5-chloropyrimidin-2-yl)methyl)-1H-benzo[d]imidazol-6-carbonitril N[C@@H]1CN(CCC1(F)F)C1=NC2=C(N1CC1=NC=C(C=N1)Cl)C=C(C=C2)C#N